2-oxospiro[indoline-3,3'-pyrrolidine]-5'-carboxylic acid O=C1NC2=CC=CC=C2C12CNC(C2)C(=O)O